NC=1C=CC(=NC1)N1N=C(C(=C1)C1=CN=C(N1C)C(=O)NC1=CC(=C(C=C1)C(=O)N1C[C@@H](NCC1)C)Cl)C(F)(F)F 5-[1-(5-amino-2-pyridyl)-3-(trifluoromethyl)pyrazol-4-yl]-N-[3-chloro-4-[(3S)-3-methylpiperazine-1-carbonyl]phenyl]-1-methyl-imidazole-2-carboxamide